(1,10-phenanthroline-2-yl)-9-methoxybenzofuro[3,2-b]pyridine N1=C(C=CC2=CC=C3C=CC=NC3=C12)C1=CC=C2C(=N1)C1=C(O2)C=CC=C1OC